benzimidazole-5,6-dicarboxylic anhydride N1=CNC2=C1C=C1C(=C2)C(=O)OC1=O